(S)-2-(4-Fluoro-benzenesulfonylamino)-octanedioic acid FC1=CC=C(C=C1)S(=O)(=O)N[C@H](C(=O)O)CCCCCC(=O)O